imidazol-3-ium-2-ide N1[C-]=[NH+]C=C1